CC(C1=CC=C(C=C1)C1=CC=CC=C1)OS(=O)(=O)[O-].[Na+] sodium α-methyl-4-phenylbenzylsulfate